C(CCC)C1(C(C=C(C(OP2OO2)=C1C(C)(C)C)C(C)(C)C)C(C)(C)C)CC 5-butyl-5-ethyl-2-(2,4,6-tri-tert-butylphenoxy)-1,3,2-dioxaphosphirane